CC1=C(C=C(C#N)C=C1)C1CC2C(N(OC2(C)C)C)C(C1)C 4-methyl-3-(1,3,3,7-tetramethyl-octahydrobenzo[c]isoxazol-5-yl)benzonitrile